N[C@H](C(=O)NN=CC=1C=NC=CC1)CO (S)-2-Amino-3-hydroxy-N'-(pyridin-3-ylmethylene)-propanehydrazide